3-((6-amino-5-chloropyridin-3-yl)ethynyl)-4-methyl-N-(1-(quinolin-6-yl)-3-(trifluoromethyl)-1H-pyrazol-5-yl)benzamide NC1=C(C=C(C=N1)C#CC=1C=C(C(=O)NC2=CC(=NN2C=2C=C3C=CC=NC3=CC2)C(F)(F)F)C=CC1C)Cl